Trans-3-Octen-2-Ol CC(\C=C\CCCC)O